2-[4-(2-hydroxy-2-methylpropyl)phenyl]propanal OC(CC1=CC=C(C=C1)C(C=O)C)(C)C